4-methoxy-6-(pyrazol-1-ylmethyl)-1,2-benzoxazol-3-amine COC1=CC(=CC2=C1C(=NO2)N)CN2N=CC=C2